C(C)(=O)N1CCN(CC1)C=1C=CC(=C(C1)CC(=O)NC(C=1OC(=CC1)C)C1=C(C=C(C=C1)C)N1CCCCC1)C 2-[5-(4-acetylpiperazin-1-yl)-2-methylphenyl]-N-{[4-methyl-2-(piperidin-1-yl)phenyl](5-methylfuran-2-yl)methyl}acetamide